4-[4-fluoro-1-(pyridin-3-ylmethyl)benzoimidazol-2-yl]-5-methyl-1,2,3-thiadiazole FC1=CC=CC=2N(C(=NC21)C=2N=NSC2C)CC=2C=NC=CC2